4-(2-(((R)-((S)-7-(2-cyclopropylpyrimidin-5-yl)-2,3-dihydro-1H-pyrido[2,3-b][1,4]oxazin-3-yl)(phenyl)methyl)amino)ethyl)benzonitrile dihydrochloride Cl.Cl.C1(CC1)C1=NC=C(C=N1)C1=CC2=C(O[C@@H](CN2)[C@@H](C2=CC=CC=C2)NCCC2=CC=C(C#N)C=C2)N=C1